O=C1NC(CCC1N1C(N(C2=C1C=CC=C2C#CCN(C(OC(C)(C)C)=O)C)C)=O)=O Tert-butyl N-[3-[1-(2,6-dioxo-3-piperidyl)-3-methyl-2-oxo-benzimidazol-4-yl]prop-2-ynyl]-N-methyl-carbamate